FC1=CC(=C(OC2=C(C(=O)NC3=CC(=NC=C3)NC(NO)=O)C=CC(=C2)C(F)(F)F)C=C1)C (4-fluoro-2-methylphenoxy)-N-(2-(N-hydroxycarbamoylamino)pyridin-4-yl)-4-(trifluoromethyl)benzamide